(1R,4R,7R)-2-{2-[1-(cyclopropylmethyl)-6-(1,3-thiazol-5-yl)-1H-indol-2-yl]-7-methoxy-1-methyl-1H-1,3-benzodiazole-5-carbonyl}-2-azabicyclo[2.2.1]heptan-7-amine C1(CC1)CN1C(=CC2=CC=C(C=C12)C1=CN=CS1)C1=NC2=C(N1C)C(=CC(=C2)C(=O)N2[C@@H]1CC[C@H](C2)[C@H]1N)OC